N-methoxy-3-(1-(methoxymethyl)-1H-pyrazol-3-yl)-N-methylcyclopentane-1-carboxamide CON(C(=O)C1CC(CC1)C1=NN(C=C1)COC)C